C1(=CC=CC=C1)CC(=O)OC[C@H]1O[C@@]([C@@H]([C@@H]1O)O)(C#N)C1=CC=C2C(=NC=NN21)N [(2R,3S,4R,5R)-5-{4-aminopyrrolo[2,1-f][1,2,4]triazin-7-yl}-5-cyano-3,4-dihydroxyoxolan-2-yl]methyl 2-phenylacetate